bis(4-cyanobutyl)ether C(#N)CCCCOCCCCC#N